COC([C@@H](NC(CCCCO)=O)CC1=CC=CC=C1)=O N-(5-hydroxypentanoyl)-L-phenylalanine methyl ester